6-fluoro-4-methoxy-2-(2-pyrazinyl)-5-trifluoromethylpyrimidine FC1=C(C(=NC(=N1)C1=NC=CN=C1)OC)C(F)(F)F